tert-butyl 3'-hydroxy-8'-methoxyspiro[azetidine-3,6'-benzo[c]chromene]-1-carboxylate 3'-chloro-8'-methoxyspiro[azetidine-3,6'-benzo[c]chromene]-1-carboxylate ClC1=CC=C2C3=C(C4(OC2=C1)CN(C4)C(=O)O)C=C(C=C3)OC.OC3=CC=C4C1=C(C2(OC4=C3)CN(C2)C(=O)OC(C)(C)C)C=C(C=C1)OC